tert-butyl 2-(1-oxo-5,6,7,8-tetrahydro-2,7-naphthyridin-2-yl)acetate O=C1N(C=CC=2CCNCC12)CC(=O)OC(C)(C)C